2-[1-[2-(3-azabicyclo[3.1.0]hexan-3-yl)-3,6-dimethyl-4-oxoquinazolin-8-yl]ethyl-amino]-5-methoxybenzoic acid C12CN(CC2C1)C1=NC2=C(C=C(C=C2C(N1C)=O)C)C(C)NC1=C(C(=O)O)C=C(C=C1)OC